C(C1=CC=CC=C1)OC1=C(C=C(C=C1)F)N1N=C2C(=C1)C(N(C2=O)C2CCOCC2)C2=CC=C(C=C2)Cl (2-(benzyloxy)-5-fluorophenyl)-4-(4-chlorophenyl)-5-(tetrahydro-2H-pyran-4-yl)-4,5-dihydropyrrolo[3,4-c]pyrazol-6(2H)-one